4-[5-(1-ethylpyrazol-4-yl)benzimidazol-1-yl]-2,6-dimethoxy-N-[(2R)-2-methylcyclopropyl]benzamide methyl-4-iodo-3-methoxyquinoline-7-carboxylate COC(=O)C1=CC=C2C(=C(C=NC2=C1)OC)I.C(C)N1N=CC(=C1)C1=CC2=C(N(C=N2)C2=CC(=C(C(=O)NC3[C@@H](C3)C)C(=C2)OC)OC)C=C1